C(C)([2H])([2H])N1N=NC=C1 (ethyl-1,1-d2)-1H-1,2,3-triazol